(1S,2R)-2-((S)-8-(Benzo[d]isoxazol-3-ylmethoxy)-5-chloro-1-((2-oxopyrrolidin-1-yl)methyl)-1,2,3,4-tetrahydroisochinolin-2-carbonyl)cyclohexan O1N=C(C2=C1C=CC=C2)COC=2C=CC(=C1CCN([C@@H](C21)CN2C(CCC2)=O)C(=O)C2CCCCC2)Cl